dibutyl adipate C(CCCCC(=O)OCCCC)(=O)OCCCC